3-bromo-4-iodothieno[2,3-c]pyridine BrC1=CSC2=CN=CC(=C21)I